CC1(COB(OC1)C1=C(N(N=C1)C)C(=O)OC)C methyl 4-(5,5-dimethyl-1,3,2-dioxaborinan-2-yl)-2-methyl-pyrazole-3-carboxylate